N-(4'-(cyclopropylsulfonyl)-2-(trifluoromethyl)-[1,1'-biphenyl]-4-yl)-3-methoxy-2-(4-(methylsulfonyl)phenyl)propanamide Palladium (0) [Pd].C1(CC1)S(=O)(=O)C1=CC=C(C=C1)C1=C(C=C(C=C1)NC(C(COC)C1=CC=C(C=C1)S(=O)(=O)C)=O)C(F)(F)F